3-cyano-3-(((6-(3-fluoro-4-hydroxyphenyl)-1-(tetrahydro-2H-pyran-2-yl)-1H-indazol-4-yl)oxy)methyl)azetidine-1-carboxylic acid tert-butyl ester C(C)(C)(C)OC(=O)N1CC(C1)(COC1=C2C=NN(C2=CC(=C1)C1=CC(=C(C=C1)O)F)C1OCCCC1)C#N